7-bromo-4,5-dihydro-1H-benzo[d]azepin-2(3H)-one BrC1=CC2=C(CC(NCC2)=O)C=C1